C12(C(CC(CC1)C2)CN)CN bicyclo[2.2.1]heptanedimethylamine